4-hydroxy-4-methyl-3-(4-methyl-1-oxo-1,3-dihydroisobenzofuran-5-yl)piperidine-1-carboxylic acid tert-butyl ester C(C)(C)(C)OC(=O)N1CC(C(CC1)(C)O)C=1C(=C2COC(C2=CC1)=O)C